C(C)C(CC=1C=C2C=CC(=CC2=CC1)C1=C2C(SC1=O)=CC=1C(SC(C1C1=CC3=CC=C(C=C3C=C1)CC(CCCC)CC)=O)=C2)CCCC 3,7-bis(6-(2-ethylhexyl)-2-naphthyl)-2H,6H-benzo[1,2-b:4,5-b']dithiophene-2,6-dione